4-[dibromo(ethyl)silyl]butanenitrile Br[Si](CCCC#N)(CC)Br